(P)-1-(4-bromo-5-fluoro-2-methoxyphenyl)-7-fluoro-N-(isoxazol-3-yl)-N-(4-methoxybenzyl)-2-oxo-1,2-dihydroquinoline-6-sulfonamide BrC1=CC(=C(C=C1F)N1C(C=CC2=CC(=C(C=C12)F)S(=O)(=O)N(CC1=CC=C(C=C1)OC)C1=NOC=C1)=O)OC